ClC=1C=C(C2=C(N1)N(C=C2)COCC[Si](C)(C)C)C(=O)OCC ethyl 6-chloro-1-((2-(trimethylsilyl) ethoxy) methyl)-1H-pyrrolo[2,3-b]pyridine-4-carboxylate